BrC=1C=2N(C(NC1)=O)C=C(N2)C(=O)OCC ethyl 8-bromo-5-oxo-6H-imidazo[1,2-c]pyrimidine-2-carboxylate